N=1NN=NC1C1=CC=C(C=C1C1=CC=C(C=C1)CN1C(=NC(=C1C(=O)O)Cl)CCCC)C1=CC=CC=C1 1-((6'-(2H-tetrazol-5-yl)-[1,1':3',1''-terphenyl]-4-yl)methyl)-2-butyl-4-chloro-1H-imidazole-5-carboxylic acid